FC=1C(=C(C(=C(C1F)F)F)[S+](C1=C(C(=C(C(=C1F)F)F)F)F)C1=C(C(=C(C(=C1F)F)F)F)F)C(C(C(C(F)(F)F)(F)F)(F)F)(F)F perfluorobutyl-triphenylsulfonium